(R)-1-(2-(((3S,7aS)-3-(((tert-butyldiphenylsilyl)oxy)methyl)tetrahydro-1H-pyrrolizin-7a(5H)-yl)methoxy)-7-chloro-8-fluoropyrido[4,3-d]pyrimidin-4-yl)-3-methylpiperidin-3-ol [Si](C1=CC=CC=C1)(C1=CC=CC=C1)(C(C)(C)C)OC[C@@H]1CC[C@@]2(CCCN12)COC=1N=C(C2=C(N1)C(=C(N=C2)Cl)F)N2C[C@@](CCC2)(O)C